7-methyl-4H,5H-thieno[2,3-c]pyridine CC1=NCCC2=C1SC=C2